C1(=CC=CC2=CC=CC=C12)C1=CC=C(C=C1)OC(OC1=CC=C(C=C1)C1=CC=CC2=CC=CC=C12)=O.NC1=CC=C(C=N1)N1CCNCC1 4-(6-aminopyridine-3-yl)piperazine di[4-(1-naphthyl)-phenyl]-carbonate